silver copper zinc sulfur tin [Sn].[S].[Zn].[Cu].[Ag]